(S)-3-(((5-Phenylthiazol-2-yl)amino)methyl)pyrrolidin-1-carbonitril C1(=CC=CC=C1)C1=CN=C(S1)NC[C@H]1CN(CC1)C#N